C(#N)C=1C=C(C2=C(N(C(=N2)NC(CC2C(C(C2)(F)F)(F)F)=O)C2(CCC2)C)C1)OC N-(6-cyano-4-methoxy-1-(1-methylcyclobutyl)-1H-benzo[d]imidazol-2-yl)-2-(2,2,3,3-tetrafluorocyclobutyl)acetamide